C(#N)C1C(C1)C1=NC=2N(C=C1)N=CC2NC([O-])=O [5-(2-cyanocyclopropyl)pyrazolo[1,5-a]pyrimidin-3-yl]carbamate